CN(CCN(C(=O)C1=CC(=NN1C)C1=NC(=NC=C1)NC1=CC(=CC(=C1)C)C)C)C N-[2-(dimethylamino)ethyl]-3-{2-[(3,5-dimethylphenyl)amino]pyrimidin-4-yl}-N,1-dimethyl-1H-pyrazole-5-carboxamide